N-(1-(4-(((trans-4-Aminocyclohexyl)(ethyl)amino)methyl)phenyl)-2-oxo-1,2-dihydropyrimidin-4-yl)-4-(methylglycyl)piperazine-1-carboxamide hydrochloride salt Cl.N[C@@H]1CC[C@H](CC1)N(CC)CC1=CC=C(C=C1)N1C(N=C(C=C1)NC(=O)N1CCN(CC1)C(CNC)=O)=O